N-(6-([1,1'-biphenyl]-3-ylmethyl)-5-(cyclobutanecarbonyl)-5-azaspiro[2.4]heptan-7-yl)methanesulfonamide C1(=CC(=CC=C1)CC1N(CC2(CC2)C1NS(=O)(=O)C)C(=O)C1CCC1)C1=CC=CC=C1